ethylhydroxyethyl-methyl-ammonium C(C)[NH+](C)CCO